2-Amino-N-cyclopropyl-6-(3-hydroxypropyl)-7-oxo-6-phenyl-4,5,6,7-tetrahydrobenzo[b]thiophene-3-carboxamide NC1=C(C2=C(S1)C(C(CC2)(C2=CC=CC=C2)CCCO)=O)C(=O)NC2CC2